FC1=C(C=C(C=C1)F)N1CC(CC1)CC=1N(C=C(N1)C1=CC=C(C=C1)OCC1=CC=C(C=C1)S(=O)(=O)C)C(=O)N ((1-(2,5-difluorophenyl)pyrrolidin-3-yl)methyl)-4-(4-(4-(methylsulfonyl)benzyloxy)phenyl)-1H-imidazole-1-carboxamide